1-(4-nitrophenyl)piperidine-2,3-dione-4-carboxylic acid ethyl ester C(C)OC(=O)C1C(C(N(CC1)C1=CC=C(C=C1)[N+](=O)[O-])=O)=O